C1(CC1)CN1N=C(C(=C1NC1=NC=NC(=C1)N1N=CC2=C1CNC2)C)C2=CC=C(C=C2)F N-[1-(cyclopropylmethyl)-3-(4-fluorophenyl)-4-methyl-1H-pyrazol-5-yl]-6-(5,6-dihydropyrrolo[3,4-c]pyrazol-1(4H)-yl)pyrimidin-4-amine